CC(CC(C)C)=NNC(CCCCC[Si](OCC)(OCC)OCC)=O N'-(1,3-dimethylbutylidene)-6-(triethoxysilyl)hexanehydrazide